C1(CC1)S(=O)(=O)C1=C(C=C(C=C1)C1=C2C(=NNC2=CC=C1S(=O)(=O)C)OC(F)F)C 4-(4-cyclopropylsulfonyl-3-methyl-phenyl)-3-(difluoromethoxy)-5-methanesulfonyl-1H-indazole